8-chloro-3-methyl-imidazo[1,2-a]pyrazine ClC=1C=2N(C=CN1)C(=CN2)C